methyl-1-phenyl-pyrazole-4-carbonitrile CC1=NN(C=C1C#N)C1=CC=CC=C1